N-Boc-sarcosine C(=O)(OC(C)(C)C)N(C)CC(=O)O